2,7-pyrenedicarboxylate C1=C(C=C2C=CC3=CC(=CC4=CC=C1C2=C34)C(=O)[O-])C(=O)[O-]